C1(CC1)N1C[C@@H](N(CC1)C(=O)OC(C)(C)C)C tert-Butyl (S)-4-cyclopropyl-2-methylpiperazine-1-carboxylate